C(C)(C)(C)OC(=O)N(CCCC1=NC(=CC=C1[N+](=O)[O-])OC)CC1=C(C=CC(=C1F)F)NC1=C(C(=O)O)C=C(C(=C1)C(F)(F)F)F 2-((2-(((tert-Butoxycarbonyl)(3-(6-methoxy-3-nitropyridin-2-yl)propyl)amino)-methyl)-3,4-difluorophenyl)amino)-5-fluoro-4-(trifluoromethyl)benzoic acid